3-methyl-2-oxo-2,3-dihydro-1H-imidazole CN1C(NC=C1)=O